CC1=C(C=CC=C1C(F)(F)F)[C@@H](C)NC(=O)C1=CN(C(C=C1N[C@@H]1CN(CCC1)C)=O)C1CCOCC1 N-((R)-1-(2-methyl-3-(trifluoromethyl)phenyl)ethyl)-4-(((S)-1-methylpiperidin-3-yl)amino)-6-oxo-1-(tetrahydro-2H-pyran-4-yl)-1,6-dihydropyridine-3-carboxamide